7-bromo-3-methoxythieno[2,3-c]pyridine-2-carboxylic acid BrC=1N=CC=C2C1SC(=C2OC)C(=O)O